benzene-1,4-bisdiazonium tetrafluoroborate F[B-](F)(F)F.C1(=CC=C(C=C1)[N+]#N)[N+]#N.F[B-](F)(F)F